C(#N)C=1C=C(C=C(C1)C)N1N=CC(=C1)[C@@H](C(=O)NC1=CC(=NN1)C1CC1)C (S)-2-(1-(3-cyano-5-methylphenyl)-1H-pyrazol-4-yl)-N-(3-cyclopropyl-1H-pyrazol-5-yl)propanamide